(3S,5S)-(+)-3,5-heptanediol CCC(CC(CC)O)O